4-amino-N,3-dimethyl-N-((3S)-6-(trifluoromethyl)-2,3-dihydro-1-benzofuran-3-yl)-1H-pyrazolo[4,3-c]quinoline-8-carboxamide NC1=NC=2C=CC(=CC2C2=C1C(=NN2)C)C(=O)N([C@@H]2COC1=C2C=CC(=C1)C(F)(F)F)C